OCC1=C(C=NC(=C1)C(F)(F)F)C1=CC=C(C=C1)C1COC1 3-(4-(4-(hydroxymethyl)-6-(trifluoromethyl)pyridin-3-yl)phenyl)oxetan